C(C(=O)C)(=O)OCC(O)CO Glycerol 1-Pyruvate